C(CCC(=O)[O-])(=O)OCC=C(CCC=C(C)C)C 3,7-dimethyl-2,6-octadien-1-yl succinate